COC(=O)C=1C=CC=2N(CC=CN2)C1 pyrido[1,2-a]pyrimidine-7-carboxylic acid methyl ester